COC=1C=CC2=C(OCCN2C)C1 7-Methoxy-4-methyl-3,4-dihydro-2H-benzo[b][1,4]oxazine